O(C1=CC=CC=C1)C1=CC=C(C=C1)C1=NN(C2=NC=NC(=C21)N)C2CCN(CC2)CC2CCNCC2 3-(4-Phenoxyphenyl)-1-(1-(piperidin-4-ylmethyl)piperidin-4-yl)-1H-pyrazolo[3,4-d]pyrimidin-4-amine